trichlorosulfur Cl[S](Cl)Cl